C1(CCCCC1)[C@@H]([C@@H](C(=O)NC1=C(C=C(C=C1)[C@@H]([C@H](C(=O)N1CCN(CC1)C)NC(CC)=O)C)F)NC(C(C=1C=NC(=CC1)OC)(F)F)=O)C (2S,3S)-3-cyclohexyl-2-[[2,2-difluoro-2-(6-methoxy-3-pyridinyl)acetyl]amino]-N-[2-fluoro-4-[(1S,2R)-1-methyl-3-(4-methylpiperazin-1-yl)-3-oxo-2-(propionylamino)propyl]phenyl]butanamide